tert-butyl (S)-6-diazo-2-((S)-2-(2-(dimethylamino)acetamido)-4,4-dimethylpentanamido)-5-oxohexanoate [N+](=[N-])=CC(CC[C@@H](C(=O)OC(C)(C)C)NC([C@H](CC(C)(C)C)NC(CN(C)C)=O)=O)=O